1-(4-(3-((4-Phenoxyphenyl)amino)-1,4,5,6,8-pentaazaacenaphthylen-5(1H)-yl)azepan-1-yl)prop-2-en-1-one O(C1=CC=CC=C1)C1=CC=C(C=C1)NC=1C2=CNC=3N=CN=C(N(N1)C1CCN(CCC1)C(C=C)=O)C32